C(C(=C)CC(=O)[O-])(=O)OC(CCC)CCCC 4-Octyl Itaconate